ClC1=NC(=C2C(=N1)NN=C2C)O[C@H]2[C@H](CN(CC2)C([2H])([2H])[2H])F (3S,4R)-4-({6-chloro-3-methyl-1H-pyrazolo[3,4-d]pyrimidin-4-yl}oxy)-3-fluoro-1-(2H3)methylpiperidine